[Cl-].C(C)(C)C1=C(C(=CC=C1)C(C)C)N1C(=[N+](C=C1)C1=C(C=CC=C1C(C)C)C(C)C)Cl 1,3-bis(2,6-diisopropylphenyl)-2-chloroimidazolium chloride